COC(C1=NC=C(C=C1CC#N)C1=CC=C(C=C1)C(F)(F)F)=O 3-(cyanomethyl)-5-(4-(trifluoromethyl)phenyl)picolinic acid methyl ester